N(=[N+]=[N-])CC[C@@H](C(=O)O)NC(CCCCCCCCCCCCCS(=O)(=O)O)=O (S)-4-azido-2-(14-sulfotetradecanamido)butanoic acid